6-(1H-imidazol-1-yl)-N-(pyridin-4-yl)-4-(trifluoromethyl)picolinamide N1(C=NC=C1)C1=CC(=CC(=N1)C(=O)NC1=CC=NC=C1)C(F)(F)F